CC1=NC2=C(C=3C(C(=C2N=C1)C1=CC=C(S1)C1=CC=C(C=C1)C1=C(C2=CC=CC=C2C=C1)NC1=CC=CC=C1)=NSN3)C3=CC=C(S3)C3=CC=C(C=C3)C3=C(C1=CC=CC=C1C=C3)NC3=CC=CC=C3 N'-(((6-methyl-[1,2,5]thiadiazolo[3,4-g]quinoxaline-4,9-diyl)bis(thiophene-5,2-diyl))bis(4,1-phenylene))bis(N-phenylnaphthalen-1-amine)